C(C)(C)(C)C1=CC=C(C=C1)C=1C=2N(C=C(N1)O)C=CN2 8-(4-(tert-butyl)phenyl)imidazo[1,2-a]pyrazin-6-ol